4,4'-bis[2-(2-methoxyphenyl)vinyl]-1,1'-biphenyl COC1=C(C=CC=C1)C=CC1=CC=C(C=C1)C1=CC=C(C=C1)C=CC1=C(C=CC=C1)OC